The molecule is an L-alpha-amino acid zwitterion obtained by transfer of a proton from the carboxy to the amino group of anticapsin; major species at pH 7.3. It has a role as an EC 2.6.1.16 (glutamine--fructose-6-phosphate transaminase (isomerizing)) inhibitor, an antimicrobial agent, a bacterial metabolite and an antimetabolite. It is a tautomer of an anticapsin. C1CC(=O)[C@H]2[C@@H]([C@@H]1C[C@@H](C(=O)[O-])[NH3+])O2